C1(CCC1)N1C(=NC2=C1C=C(C=C2)C(=O)OC)C=2N(C(C(=C(N2)C(NC=2C=NOC2)=O)O)=O)C methyl 1-cyclobutyl-2-(5-hydroxy-4-(isoxazol-4-ylcarbamoyl)-1-methyl-6-oxo-1,6-dihydropyrimidin-2-yl)-1H-benzo[d]imidazole-6-carboxylate